(R)-2-((2-amino-7-(6-(1-methylpiperidin-4-yl)pyridin-3-yl)pyrido[3,2-d]pyrimidin-4-yl)amino)-2-methylhexan-1-ol NC=1N=C(C2=C(N1)C=C(C=N2)C=2C=NC(=CC2)C2CCN(CC2)C)N[C@@](CO)(CCCC)C